CC1(COC(OC1)CN1N=NC(=C1)C#CC=1C=C(C=CC1)C)C 1-((5,5-dimethyl-1,3-dioxan-2-yl)methyl)-4-(m-tolylethynyl)-1H-1,2,3-triazole